BrC1=C(C=C(C(=O)N2CC=3N=C(N(C(C3C[C@H]2C)=O)C2=CC=C3C(=N2)N=CN3C)N3N=C(C=C3C)C)C=C1)C(F)(F)F (R)-7-(4-bromo-3-(trifluoromethyl)benzoyl)-2-(3,5-dimethyl-1H-pyrazol-1-yl)-6-methyl-3-(1-methyl-1H-imidazo[4,5-b]pyridin-5-yl)-5,6,7,8-tetrahydropyrido[3,4-d]pyrimidin-4(3H)-one